CN(C=1C=C(C=CC1N1CCCCC1)NC=1C=C2CN(C(C2=CC1)=O)C)C 5-((3-(Dimethylamino)-4-(piperidin-1-yl)phenyl)amino)-2-methyl-isoindolin-1-one